C(C)(=O)O[C@H]1CN[C@@H](C1)C(NCC1=CC=C(C=C1)N1N=C(C(=C1)NC(=O)C=1N=C(OC1)C1=CC(=NC=C1)NCC1CC1)C(F)F)=O [(3R,5S)-5-[[4-[4-[[2-[2-(cyclopropylmethylamino)-4-pyridyl]oxazole-4-carbonyl]amino]-3-(difluoromethyl)pyrazol-1-yl]phenyl]methylcarbamoyl]pyrrolidin-3-yl] acetate